1-Butyl-5-(diaminomethylene)-3-(3,3-dimethyl-1-oxo-2-oxadispiro[4.1.57.15]tridecan-10-yl)pyrimidine-2,4,6(1H,3H,5H)-trione C(CCC)N1C(N(C(C(C1=O)=C(N)N)=O)C1CCC2(CC3(CC(OC3=O)(C)C)C2)CC1)=O